bis(isooctylthiooleate) tin [Sn+2].C(CCCCC(C)C)C(C(=S)[O-])CCCCCC\C=C/CCCCCCCC.C(CCCCC(C)C)C(C(=S)[O-])CCCCCC\C=C/CCCCCCCC